C(C1=CC=CC=C1)NC(N(C1=NC=C(N=C1)C=1C=NC(=NC1)OC)[C@@H]1CC[C@H](CC1)NC1=NC=C(C(=N1)C1=NNC=C1Cl)Cl)=O 3-benzyl-1-(trans-4-((5-chloro-4-(4-chloro-1H-pyrazol-3-yl)pyrimidin-2-yl)amino)cyclohexyl)-1-(5-(2-methoxypyrimidin-5-yl)pyrazin-2-yl)urea